CC=1C(=C(C(=C(C(=O)OC(COCCN(C)C)COCCCCCCCCCCCC)C1)F)CN1C(N([C@H](C2=CC=C(C=C12)C(NCC1=C(C=C(C=C1F)F)F)=O)C)C)=O)F 1-(2-(dimethylamino)ethoxy)-3-(dodecyloxy)propan-2-ol methyl-(S)-3-((3,4-dimethyl-2-oxo-7-((2,4,6-trifluorobenzyl)carbamoyl)-3,4-dihydroquinazolin-1(2H)-yl)methyl)-2,4-difluorobenzoate